2-oxo-2,3-dihydrobenzo[d]oxazol-5-carboxylic acid O=C1OC2=C(N1)C=C(C=C2)C(=O)O